C1(=CC=CC2=CC=CC=C12)NC1=CC=C(C=C1)N N-naphthalenyl-para-phenylenediamine